tert-Butyl-4-((4-((5-bromo-2-methoxyphenyl)amino)-7-methoxyquinazolin-6-yl)oxy)piperidine C(C)(C)(C)N1CCC(CC1)OC=1C=C2C(=NC=NC2=CC1OC)NC1=C(C=CC(=C1)Br)OC